CN1N=CC(=C1)C=1N=C(C=2N(C1)N=CC2)O[C@H]2CNCCC2 (R)-6-(1-methylpyrazol-4-yl)-4-(3-piperidyloxy)pyrazolo[1,5-a]pyrazine